2-n-pentyl-2-oxazolin C(CCCC)C=1OCCN1